2-chloro-bis(phenylethynyl)tetracene ClC1=C(C2=CC3=CC4=CC=CC=C4C=C3C=C2C=C1C#CC1=CC=CC=C1)C#CC1=CC=CC=C1